C(OCC12CCC(CC1)(CC2)O[Si](C)(C)C(C)(C)C)(=S)SC O-((4-((tert-butyldimethylsilyl)oxy)bicyclo(2.2.2)octan-1-yl)methyl) S-methyl carbonodithioate